[Na+].C(C)N(C1=CC2=C(C=C(C(O2)=O)C2(NC3=C(N2)C=CC=C3)S(=O)(=O)[O-])C=C1)CC 2-(7-(diethylamino)-2-oxo-2H-1-benzopyran-3-yl)-1H-benzimidazolesulfonic acid monosodium salt